C(CC)S(=O)(=O)OCNC(C=C)=O acrylamido-methyl propanesulfonate